FC(C(C(F)(F)F)(F)F)(F)OCCOCCOCCOCCOCCOCCOCCOCCO octaethylene glycol perfluoropropyl ether